O=C1NC(CC[C@@H]1C1=CC=C(C=C1)N1CCC(CC1)C(=O)O)=O |r| rac-1-{4-[(3R)-2,6-dioxopiperidin-3-yl]phenyl}piperidine-4-carboxylic acid